5-chloro-N-(3-chloro-1-(1-(methylsulfonyl)azepan-4-yl)-1H-pyrazol-4-yl)-7-ethyl-7H-pyrrolo[2,3-d]pyrimidin-2-amine ClC1=CN(C=2N=C(N=CC21)NC=2C(=NN(C2)C2CCN(CCC2)S(=O)(=O)C)Cl)CC